(4-((6,7-dimethoxy-4-oxo-3,4-dihydro-phthalazin-1-yl)methyl)phenyl)(methyl)carbamic acid tert-butyl ester C(C)(C)(C)OC(N(C)C1=CC=C(C=C1)CC1=NNC(C2=CC(=C(C=C12)OC)OC)=O)=O